C(N)(OC[C@@H]1CN(CC1)C(=O)N1[C@H](C2=CC=CC=C2CC1)C1=CC=C(C=C1)F)=O (((S)-1-((S)-1-(4-fluorophenyl)-1,2,3,4-tetrahydroisoquinoline-2-carbonyl) pyrrolidin-3-yl) methyl) carbamate